4-(2-(methoxycarbonyl)benzyl)-1-Boc-piperazine COC(=O)C1=C(CN2CCN(CC2)C(=O)OC(C)(C)C)C=CC=C1